ClC1=CC(=NC=C1C(=O)NC=1C=NC=CC1)Cl 4,6-Dichloro-N-(pyridin-3-yl)nicotinamide